[Fe].[Ni].[W] tungsten-nickel iron